isophthalic acid (iso-pentyl) (2-ethylhexyl) ester C(C)C(COC(C=1C=C(C(=O)OCCC(C)C)C=CC1)=O)CCCC